1-(4-(azepan-1-ylmethyl)-3-(trifluoromethyl)phenyl)-3-(5-(isoquinolin-7-yl)-1-methyl-1H-pyrazol-3-yl)urea N1(CCCCCC1)CC1=C(C=C(C=C1)NC(=O)NC1=NN(C(=C1)C1=CC=C2C=CN=CC2=C1)C)C(F)(F)F